3-(1-cyclopropylimidazol-4-yl)-N-[(4-methoxyphenyl)methyl]-N-methyl-4-[[4-(trifluoromethyl)-2-pyridinyl]amino]benzenesulfonamide C1(CC1)N1C=NC(=C1)C=1C=C(C=CC1NC1=NC=CC(=C1)C(F)(F)F)S(=O)(=O)N(C)CC1=CC=C(C=C1)OC